6-amino-4-(2-aminophenyl)-7-(3-methoxy-2,6-dimethylphenyl)-7H-pyrrolo[2,3-d]pyrimidine-5-carbonitrile NC1=C(C2=C(N=CN=C2C2=C(C=CC=C2)N)N1C1=C(C(=CC=C1C)OC)C)C#N